(2E)-2-{[7-amino-4-(1-methyl-1H-indazol-6-yl)-1-oxo-2,3-dihydro-1H-isoindol-2-yl]methyl}pent-2-enenitrile NC=1C=CC(=C2CN(C(C12)=O)C/C(/C#N)=C\CC)C1=CC=C2C=NN(C2=C1)C